p-methanesulfonyl-phenyl-sulfonylacetic acid CS(=O)(=O)C1=CC=C(C=C1)S(=O)(=O)CC(=O)O